C(C)(C)(C)OC(=O)N1CC(CCC1)N1N=CC(=C1)N 3-(4-amino-1H-pyrazol-1-yl)piperidine-1-carboxylic acid tert-butyl ester